C(#N)C1=CC(=C(C=C1)CC(=O)NC1CN(C1)C1=CC(=C(C(=C1)F)C1C(NC(CC1)=O)=O)F)F 2-(4-cyano-2-fluorophenyl)-N-(1-(4-(2,6-dioxopiperidin-3-yl)-3,5-difluorophenyl)azetidin-3-yl)acetamide